N-methyl-3-(1-methylimidazol-4-yl)-4-[3-(trifluoromethyl)phenoxy]benzenesulfonamide CNS(=O)(=O)C1=CC(=C(C=C1)OC1=CC(=CC=C1)C(F)(F)F)C=1N=CN(C1)C